The molecule is an amino oligosaccharide that is a dodecasaccharide derivative in which two alpha-L-fucosyl-(1->2)-beta-D-galactosyl-(1->3)-N-acetyl-beta-D-glucosaminyl-(1->2)-alpha-D-mannosyl tetrasaccharide chains are linked (1->3) and (1->6) to the mannose residue of a beta-D-mannosyl-(1->4)-N-acetyl-beta-D-glucosaminyl-(1->4)-[alpha-L-fucosyl-(1->6)]-N-acetyl-D-glucosamine branched tetrasaccharide. It is an amino oligosaccharide and a glucosamine oligosaccharide. C[C@H]1[C@H]([C@H]([C@@H]([C@@H](O1)OC[C@@H]2[C@H]([C@@H]([C@H]([C@@H](O2)O)NC(=O)C)O)O[C@H]3[C@@H]([C@H]([C@@H]([C@H](O3)CO)O[C@H]4[C@H]([C@H]([C@@H]([C@H](O4)CO[C@@H]5[C@H]([C@H]([C@@H]([C@H](O5)CO)O)O)O[C@H]6[C@@H]([C@H]([C@@H]([C@H](O6)CO)O[C@H]7[C@@H]([C@H]([C@H]([C@H](O7)CO)O)O)O[C@H]8[C@H]([C@@H]([C@@H]([C@@H](O8)C)O)O)O)O)NC(=O)C)O)O[C@@H]9[C@H]([C@H]([C@@H]([C@H](O9)CO)O)O)O[C@H]1[C@@H]([C@H]([C@@H]([C@H](O1)CO)O[C@H]1[C@@H]([C@H]([C@H]([C@H](O1)CO)O)O)O[C@H]1[C@H]([C@@H]([C@@H]([C@@H](O1)C)O)O)O)O)NC(=O)C)O)O)NC(=O)C)O)O)O